C1(=CC=CC=C1)S(=O)(=O)N1C=C(C=2C1=NC=CC2)Br (benzenesulfonyl)-3-bromo-1H-pyrrolo[2,3-b]Pyridine